FC1(C(C(C(C(C1(F)F)(F)F)(F)F)(F)F)(C(F)(F)F)F)C(F)(F)F perfluoro-1,2-dimethylcyclohexane